N1=CC(=CC2=CC=CC=C12)NC1=NC(=NC=C1)NC1=CC(=C(C=C1)OC1CC(C1)N(C)C)C(F)(F)F 4-(3-quinolylamino)-2-{4-[(1r,3r)-3-(dimethylamino)cyclobutoxy]-3-(trifluoromethyl)phenylamino}pyrimidine